4-((3R,4R)-3-amino-4-fluoropiperidin-1-yl)-5-(1-(difluoromethyl)-1H-pyrazol-4-yl)-N-(6-(2-fluoro-6-methoxyphenyl)-5-nitropyridin-2-yl)pyridin-2-amine N[C@@H]1CN(CC[C@H]1F)C1=CC(=NC=C1C=1C=NN(C1)C(F)F)NC1=NC(=C(C=C1)[N+](=O)[O-])C1=C(C=CC=C1OC)F